tert-butyl 3-(2,6-dichloropyridin-4-yl)-3-hydroxypyrrolidine-1-carboxylate ClC1=NC(=CC(=C1)C1(CN(CC1)C(=O)OC(C)(C)C)O)Cl